C[C@@H]1CN(CCN1C2=NC=C(C=C2)C#N)C3=NN=C(C4=C3C=C(C=C4)Cl)CC5=CC=CC=C5 The molecule is a member of the class of piperazines that is (R)-2-methylpiperazine in which the two amino hydrogens at positions 1 and 4 are replaced by 5-cyanopyridin-2-yl and 4-benzyl-7-chlorophthalazin-1-yl groups respectively. It has a role as an EC 4.1.2.27 (sphinganine-1-phosphate aldolase) inhibitor. It is a N-arylpiperazine, a member of phthalazines, an organochlorine compound and a cyanopyridine.